CC1(OB(OC1(C)C)C=1CCN(CC1)C(=O)OCC1=CC=CC=C1)C benzyl 4-(4,4,5,5-tetramethyl-1,3,2-dioxaborolan-2-yl)-1,2,3,6-tetrahydro-1-pyridinecarboxylate